[N+](=O)([O-])C1=CC(=C(C(=C1)[N+](=O)[O-])O)N 4,6-dinitro-2-aminophenol